C(CC(=C)C)C1(N=C(C2=NC=NC2=N1)N)SC 2-isopentenyl-2-methylthioadenine